CC1(NCCC(C1)OC1CCN(CC1)C)C 2,2-dimethyl-4-(1-methylpiperidin-4-yloxy)piperidine